6-bromo-2-(1-methyl-1H-pyrazol-5-yl)-3-((2-(trimethylsilyl)ethoxy)methyl)-3H-imidazo[4,5-b]pyridine BrC=1C=C2C(=NC1)N(C(=N2)C2=CC=NN2C)COCC[Si](C)(C)C